dimethyl-octanal CC(C=O)(CCCCCC)C